BrC=1C=C(C=C(C1)F)C(C1=NN=CN1C)C1COC1 3-((3-bromo-5-fluorophenyl)(oxetan-3-yl)methyl)-4-methyl-4H-1,2,4-triazole